C(C)(C)(C)OC(C(CCOC)N1C(C=C(C(=C1)OC)C1=C(C=CC(=C1)Cl)N1N=NN=C1)=O)=O.CC(=CC(=O)O)C.C(C)OC=1C(=C(O)C=CC1C(C)(C)C1=CC=C(C=C1)O)OCC diethoxybisphenol A di(methyl)acrylate tert-Butyl-2-{4-[5-chloro-2-(1H-tetrazol-1-yl)phenyl]-5-methoxy-2-oxopyridin-1(2H)-yl}-4-methoxybutanoate